[N+](=O)([O-])C=1C=C(C[C@H](N)C(=O)O)C=C(C1O)[N+](=O)[O-] 3,5-dinitro-L-tyrosine